sodium (S)-3-(3-(1-methyl-4-oxido-2-oxo-1,2-dihydropyridin-3-yl)ureido)-3-(5-(trifluoro methoxy)biphenyl-3-yl)propanoate CN1C(C(=C(C=C1)[O-])NC(N[C@@H](CC(=O)[O-])C=1C=C(C=C(C1)OC(F)(F)F)C1=CC=CC=C1)=O)=O.[Na+].[Na+]